1-(2-(2-chloro-4-fluorophenyl)acetyl)-6-ethylpiperidine-3-carboxylic acid ethyl ester C(C)OC(=O)C1CN(C(CC1)CC)C(CC1=C(C=C(C=C1)F)Cl)=O